tert-butyl (3R)-3-[3-amino-3-(4-tert-butyl-2-pyridyl)propyl]piperidine-1-carboxylate NC(CC[C@@H]1CN(CCC1)C(=O)OC(C)(C)C)C1=NC=CC(=C1)C(C)(C)C